BrC1=C(C#N)C=CC=C1N1C=NC(=C1)C1=NC(=NC=C1C(F)(F)F)NC1CCN(CC1)S(=O)(=O)C 2-Bromo-3-(4-(2-((1-(methylsulfonyl)piperidin-4-yl)amino)-5-(trifluoromethyl)pyrimidin-4-yl)-1H-imidazol-1-yl)benzonitrile